3-[6-Chloro-3-[[(1R)-1-[3,6-dimethyl-4-oxo-2-(6-oxo-1H-pyridin-2-yl)chromen-8-yl]ethyl]amino]-2-pyridyl]-4H-1,2,4-oxadiazol-5-one ClC1=CC=C(C(=N1)C1=NOC(N1)=O)N[C@H](C)C=1C=C(C=C2C(C(=C(OC12)C=1NC(C=CC1)=O)C)=O)C